CC1=C(C=C(C=C1)C1=CC=C(C=C1)CCN1CCN(CC1)C)N(C(=S)N)CCNC(OC(C)(C)C)=O tert-Butyl (2-(1-(4-methyl-4'-(2-(4-methylpiperazin-1-yl)ethyl)-[1,1'-biphenyl]-3-yl)thioureido)ethyl)carbamate